CC1=C(C(CCC1)(C)C)C=CC(C)=O 4-(2,6,6-trimethyl-1-cyclohexen-1-yl)-3-butene-2-one